C(C1=CC=CC=C1)OC1=CC=C(OCCCCC(=O)O)C=C1 5-(4-(benzyloxy)phenoxy)pentanoic acid